C1=CC(=C2C(=CC=C3C4=CC=C(C=5C(=CC=C(C1=C23)C45)C(=O)O)C(=O)O)C(=O)N)C(=O)N 3,4,9,10-perylenetetracarboxylic acid diamide